N1C(=NC=C1)CCN 2-(1H-imidazol-2-yl)ethylamine